2,3,6,7,10,11-hexakis-hexyloxytriphenylene C(CCCCC)OC1=CC=2C3=CC(=C(C=C3C3=CC(=C(C=C3C2C=C1OCCCCCC)OCCCCCC)OCCCCCC)OCCCCCC)OCCCCCC